C(CCCCC)C1=CC=C(C=C1)NC[C@H]([C@H](CC)C)NC(OC(C)(C)C)=O tert-butyl N-[(2S,3S)-1-[(4-hexylphenyl)amino]-3-methylpentan-2-yl]carbamate